5-(1,3,4-thiadiazol-2-yl)quinoline-2-carboxylic acid S1C(=NN=C1)C1=C2C=CC(=NC2=CC=C1)C(=O)O